COC(=O)C=1SC(=CC1S(=O)(=O)Cl)Cl 5-chloro-3-(chlorosulfonyl)thiophene-2-carboxylic acid methyl ester